N-(5-(2-cyclopropoxyethoxy)-4-((2-(1,1-difluoroethyl)-6-methylpyrimidin-4-yl)amino)pyridin-2-yl)acetamide C1(CC1)OCCOC=1C(=CC(=NC1)NC(C)=O)NC1=NC(=NC(=C1)C)C(C)(F)F